C(C)OC=1C=C(C=C2C(NC(NC2=O)=S)=O)C=CC1O 5-(3-Ethoxy-4-hydroxybenzylidene)-2-thioxodihydropyrimidine-4,6(1H,5H)-dione